tert-butyl 4-(((8-isopropyl-2-(methylthio)pyrazolo[1,5-a][1,3,5]triazine-4-yl)amino)methyl)piperidine-1-carboxylate C(C)(C)C=1C=NN2C1N=C(N=C2NCC2CCN(CC2)C(=O)OC(C)(C)C)SC